Cl.FC1(CNC1)F 3,3-difluoroazetidine HCl